OC=1C(=C(C=CC1)N1C(NC(CC1)=O)=O)C 1-(3-hydroxy-2-methylphenyl)dihydropyrimidine-2,4(1H,3H)-dione